4,4-dimethoxy-3-(trifluoromethyl)tetrahydropyran-3-ol COC1(C(COCC1)(O)C(F)(F)F)OC